COC(=O)C=1C(N(C(C1OC)C1=CC=C(C=C1)F)C)=O (4-fluorophenyl)-4-methoxy-1-methyl-2-oxo-2,5-dihydro-1H-pyrrole-3-carboxylic acid methyl ester